C(C1CO1)O\C=C\C trans-propenyl glycidyl ether